ClC1=NC=CC(=C1[Si](C)(C)C)Cl 2,4-dichloro-3-(trimethylsilanyl)pyridine